N1CCC(CC1)N1CC2(CN(C2)C(=O)OC(C)(C)C)C1 tert-butyl 6-(4-piperidyl)-2,6-diazaspiro[3.3]heptane-2-carboxylate